ClC1=CC(=C(C=C1)CS(=O)(=O)Cl)C1OCCC1 (4-chloro-2-(tetrahydrofuran-2-yl)phenyl)methanesulfonyl chloride